C1(=CC=CC=C1)N=NC(C#N)(CC(C)(C)OC)C 2-phenylazo-4-methoxy-2,4-dimethyl-valeronitrile